(5-(4-(4-(5-(2-aminopyridin-4-yl)-2-methyl-3H-imidazo[4,5-b]pyridin-3-yl)-2-fluorophenyl)piperazin-1-yl)pyridin-2-yl)piperidine-4-carboxylic acid NC1=NC=CC(=C1)C1=CC=C2C(=N1)N(C(=N2)C)C2=CC(=C(C=C2)N2CCN(CC2)C=2C=CC(=NC2)N2CCC(CC2)C(=O)O)F